5-tosyl-5H-pyrrolo[2,3-b]pyrazin-2-amine hydrochloride Cl.S(=O)(=O)(C1=CC=C(C)C=C1)N1C=CC=2C1=NC=C(N2)N